5-((1-(4-(1-Methyl-1,6-diazaspiro[3.4]octan-6-yl)phenyl)-1H-imidazol-4-yl)amino)pyrazine-2-carbonitrile CN1CCC12CN(CC2)C2=CC=C(C=C2)N2C=NC(=C2)NC=2N=CC(=NC2)C#N